2-(4-((2-((4-cyano-N-cyclopropylbenzamido)methyl)benzyl)oxy)phenyl)acetic acid C(#N)C1=CC=C(C(=O)N(C2CC2)CC2=C(COC3=CC=C(C=C3)CC(=O)O)C=CC=C2)C=C1